methylDioxazine CC1=NOOC=C1